4-(4,6-dichloro-5-methoxypyrimidin-2-yl)morpholine ClC1=NC(=NC(=C1OC)Cl)N1CCOCC1